2-(3,8-diazabicyclo[3.2.1]octan-8-yl)-N-phenyl-6,7-dihydrothiazolo[5,4-c]pyridine-5(4H)-carboxamide C12CNCC(CC1)N2C=2SC=1CN(CCC1N2)C(=O)NC2=CC=CC=C2